(4-ethoxy-4-oxobutyl)zinc (II) iodide [I-].C(C)OC(CCC[Zn+])=O